[4-(2-Bromoethoxy)phenyl](4-hydroxyphenyl)methanone BrCCOC1=CC=C(C=C1)C(=O)C1=CC=C(C=C1)O